5-[[1-[3-[Methyl-(2-methyl-1,3-benzoxazol-6-yl)carbamoyl]phenyl]-3-(trifluoromethyl)-6,7-dihydro-4H-pyrano[4,3-c]pyrazol-7-yl]oxy]pyridin CN(C(=O)C=1C=C(C=CC1)N1N=C(C2=C1C(COC2)OC=2C=CC=NC2)C(F)(F)F)C2=CC1=C(N=C(O1)C)C=C2